3-(2,2,2-trifluoroethyl)thiazolidin-4-one FC(CN1CSCC1=O)(F)F